3-({5-chloro-1-[3-(methylsulfonyl)-propyl]-1H-indol-2-yl}methyl)-1-(2,2,2-trifluoroethyl)-1,3-dihydro-2H-imidazo[4,5-c]pyridin-2-one ClC=1C=C2C=C(N(C2=CC1)CCCS(=O)(=O)C)CN1C(N(C2=C1C=NC=C2)CC(F)(F)F)=O